4-bromo-2-fluoro-5-methoxybenzaldehyde BrC1=CC(=C(C=O)C=C1OC)F